5-(3-cyanopropyl)furan-2-carbonitrile C(#N)CCCC1=CC=C(O1)C#N